(6-(2,2,2-Trifluoroethoxy)pyrimidin-4-yl)methanamine FC(COC1=CC(=NC=N1)CN)(F)F